11-(fluoromethyl)-7,14-dioxa-10,19,20-triazatetracyclo[13.5.2.12,6.018,21]tricosa-1(20),2,4,6(23),15,17,21-heptaen-9-one FCC1NC(COC=2C=CC=C(C3=NNC4=CC=C(OCC1)C=C34)C2)=O